4-(cyclobutylamino)-2-((1r,4r)-4-cyclopropoxycyclohexylamino)pyrimidine-5-carboxamide C1(CCC1)NC1=NC(=NC=C1C(=O)N)NC1CCC(CC1)OC1CC1